NC(C(=O)O)(CCCCB(O)O)C1CN(CC1)S(=O)(=O)C1=C(C=CC=C1)[N+](=O)[O-] 2-amino-6-borono-2-(1-(2-nitrophenylsulfonyl)pyrrolidin-3-yl)hexanoic acid